3-(5-(3-amino-1-(oxetan-3-yl)-7-(pyrrolidin-1-ylmethyl)-1H-pyrazolo[4,3-b]pyridin-5-yl)-1-oxoisoindolin-2-yl)piperidine-2,6-dione NC1=NN(C=2C1=NC(=CC2CN2CCCC2)C=2C=C1CN(C(C1=CC2)=O)C2C(NC(CC2)=O)=O)C2COC2